phosphinosodium P[Na]